C=C(CS(=O)(=O)O)CS(=O)(=O)O 2-methylidene-1,3-propylenedisulfonic acid